COC(=O)C1=C(OC(=C1)S(=O)(=O)Cl)C 5-(chlorosulfonyl)-2-methylfuran-3-carboxylic acid methyl ester